N1=CC=C(C=C1)C1=CC2=CC3=CC(=CC=C3N=C2C=C1)C1=CC=NC=C1 2,7-di(pyridine-4-yl)acridine